benzotri-azol-1-yloxytripyrrolidinophosphonium hexafluorophosphate F[P-](F)(F)(F)(F)F.N1(N=NC2=C1C=CC=C2)O[P+](N2CCCC2)(N2CCCC2)N2CCCC2